C(C)(C)(C)OC(=O)C=1C=CC2=C(N(C(=N2)CN2CC3=CC(=CC=C3CC2)OCC2=CC=NC=C2)C[C@H]2OCC2)C1 (S)-1-(oxetan-2-ylmethyl)-2-((7-(pyridin-4-ylmethoxy)-3,4-dihydroisoquinolin-2(1H)-yl)methyl)-1H-benzo[d]imidazole-6-carboxylic acid tert-butyl ester